(2-(4-(1H-1,2,3-triazol-1-yl)phenyl)-6-((((1R,2S)-2-(4-fluorophenyl)cyclopropyl)amino)methyl)pyrimidin-4-yl)(4,4-difluoropiperidin-1-yl)methanone N1(N=NC=C1)C1=CC=C(C=C1)C1=NC(=CC(=N1)C(=O)N1CCC(CC1)(F)F)CN[C@H]1[C@@H](C1)C1=CC=C(C=C1)F